2,4-bis-(1-phenyl-ethyl)phenol C1(=CC=CC=C1)C(C)C1=C(C=CC(=C1)C(C)C1=CC=CC=C1)O